ClC1=CC(=C(OCC[C@H](B2OC(C(O2)(C)C)(C)C)N[S@@](=O)C(C)(C)C)C=C1)C (S)-N-((S)-3-(4-chloro-2-methylphenoxy)-1-(4,4,5,5-tetramethyl-1,3,2-dioxaborolan-2-yl)propyl)-2-methylpropane-2-sulfinamide